COCC1=C(C=CC(=C1)N)N 2-(methoxymethyl)p-Phenylenediamine